C(C(=C)C)(=O)OC1C2C3CCCC3=C(C1)C2 tricyclo[5.2.1.02,6]decen-8-yl methacrylate